piperazine-1-carboxylic acid, tert-butyl ester N1(CCNCC1)C(=O)OC(C)(C)C